2-((1s,2r)-1-(2-cyanophenyl)-1-(2-methylpyridin-4-yl)propan-2-yl)-5-hydroxy-N-(isoxazol-4-yl)-1-methyl-6-oxo-1,6-dihydropyrimidine-4-carboxamide C(#N)C1=C(C=CC=C1)[C@@H]([C@@H](C)C=1N(C(C(=C(N1)C(=O)NC=1C=NOC1)O)=O)C)C1=CC(=NC=C1)C